FC=1C(=C(C=CC1F)C=1CCCC2=C(C1C1=CC=C(C=C1)C=C1CN(C1)CCC(F)(F)F)C=CC(=C2)C(=O)O)C 8-(3,4-difluoro-2-methylphenyl)-9-(4-((1-(3,3,3-trifluoropropyl)azetidin-3-ylidene)methyl)phenyl)-6,7-dihydro-5H-benzo[7]annulene-3-carboxylic acid